(Z)-1-methyl-N'-(3-(3-(3-(pentafluorosulfanyl)-5-(trifluoromethyl)phenyl)-1H-1,2,4-triazol-1-yl)acryloyl)pyrrolidine-3-carbohydrazide CN1CC(CC1)C(=O)NNC(\C=C/N1N=C(N=C1)C1=CC(=CC(=C1)C(F)(F)F)S(F)(F)(F)(F)F)=O